2-chloro-6-(3-cyclopropylphenoxy)-N-[1-[(2,4-dichlorophenyl)methyl]-2-(1,3-dioxoisoindolin-2-yl)oxy-ethyl]pyrazolo[1,5-a]pyrimidine-7-carboxamide ClC1=NN2C(N=CC(=C2C(=O)NC(CON2C(C3=CC=CC=C3C2=O)=O)CC2=C(C=C(C=C2)Cl)Cl)OC2=CC(=CC=C2)C2CC2)=C1